BrC1=NC=C(N=C1C)C 2-bromo-3,5-dimethylpyrazine